bromo-2-methyl-3-((methylsulfonyl)methyl)pyridine BrC1=C(C(=NC=C1)C)CS(=O)(=O)C